3-(4-bromophenyl)-4,4,4-trifluoro-3-(trifluoromethyl)butan-1-ol BrC1=CC=C(C=C1)C(CCO)(C(F)(F)F)C(F)(F)F